O1CCC(CC1)C=1N(C=2C=CC=C(C2C1)N)CC(F)(F)F (oxan-4-yl)-1-(2,2,2-trifluoroethyl)-1H-indol-4-amine